[Ce].[Pt].[Ni] nickel-platinum-cerium